BrC=1C=CC(=NC1)N1CCOCC1 4-(5-Bromo-pyridin-2-yl)-morpholine